(E)-2-(5-chloro-1H-indol-3-yl)-3-(4-methoxypyridin-3-yl)-acrylonitrile ClC=1C=C2C(=CNC2=CC1)/C(/C#N)=C\C=1C=NC=CC1OC